C(C)NC1=NC(=C(C(=N1)C=1OC=CC1)C(=O)OCC)SC ethyl 2-(ethylamino)-4-(2-furyl)-6-methylsulfanyl-pyrimidine-5-carboxylate